5-bromo-2-(1-cyclopropylpiperidin-4-yl)benzo[d]oxazole BrC=1C=CC2=C(N=C(O2)C2CCN(CC2)C2CC2)C1